O1COCC1 2Z-dioxolane